CC(CCNC(C1=CC=CC=C1)=O)C N-(3-methylbutyl)benzamide